O1CC(C1)N1N=C(C=C1)C=1N=C2N(C1)CCC2 2-(1-(oxetan-3-yl)-1H-pyrazol-3-yl)-6,7-dihydro-5H-pyrrolo[1,2-a]imidazol